CN(C=1C=C(C=C(C1)OC)C1(CC(=CC(=C1)OC)N(C)C)NC1=CC=CC=C1)C 1-(3-(dimethylamino)-5-methoxyphenyl)-5-methoxy-N3,N3-dimethyl-N1-Phenyl-benzene-1,3-diamine